FC1(CCN(CC1)CCOC=1C=C2C(=C(NC2=CC1)C=1C=C(C=2N(C1)N=CN2)C)C(C)C)F 6-(5-(2-(4,4-difluoropiperidin-1-yl)ethoxy)-3-isopropyl-1H-indol-2-yl)-8-methyl-[1,2,4]triazolo[1,5-a]pyridine